6-(5-Methylthiophen-2-ylmethylamino)-9-(tetrahydrofuran-2-yl)purin CC1=CC=C(S1)CNC1=C2N=CN(C2=NC=N1)C1OCCC1